BrC1=NN2C(C(NCC2C(=O)OC)=O)=C1 methyl 2-bromo-4-oxo-4,5,6,7-tetrahydropyrazolo[1,5-a]pyrazine-7-carboxylate